C(CC\C=C\C=C\CC\C=C/CCCCC)O (E,E,Z)-4,6,10-Hexadecatrien-1-ol